L-5-hydroxy-tryptophan OC1=CC=C2NC=C(C[C@H](N)C(=O)O)C2=C1